2-(1-(2-fluoro-4-methylphenyl)-5-oxopyrrolidin-2-yl)acetonitrile FC1=C(C=CC(=C1)C)N1C(CCC1=O)CC#N